C(#CC#CCCCCCCCCCCCCCCCCCCC)N tricosadiynamine